FC1=C(C(=CC=C1)F)C1=CC=CC2=C1C(=NO2)N2C(N1[C@H](C2)C([C@@H](C1)NS(=O)(=O)CC)(C)C)=O N-{(6S,7aS)-2-[4-(2,6-difluorophenyl)-1,2-benzoxazol-3-yl]-7,7-dimethyl-3-oxohexahydro-1H-pyrrolo[1,2-c]imidazol-6-yl}ethanesulfonamide